C(=O)(C=C)OC(=O)C=C acrylether